CN1C=NC2=C1C=C(C(=C2)C=2C=C(C=C(C2F)F)NC(C2=CC=C(C=C2)NC(\C=C\CNC2CCC(CC2)OC)=O)=O)C N-(3-(1,6-dimethyl-1H-benzo[d]imidazol-5-yl)-4,5-difluorophenyl)-4-((E)-4-(((1r,4r)-4-methoxycyclohexyl)amino)but-2-enamido)benzamide